C(C1=CC=CC=C1)N1N=C2C(N(CCC2=C1Cl)[C@@H]1C(N(C2=C3CCN(CC3=CC=C2OC1)C)C)=O)=O (S)-3-(2-benzyl-3-chloro-7-oxo-2,4,5,7-tetrahydro-6H-pyrazolo[3,4-c]pyridin-6-yl)-1,9-dimethyl-3,4,8,9,10,11-hexahydro-[1,4]oxazepino[3,2-f]isoquinolin-2(1H)-one